diallyl-dimethyl-ammonium iodine [I+].C(C=C)[N+](C)(C)CC=C